Br.N[C@H]1CS(C(=C1)F)(=O)=O (R)-3-amino-5-fluoro-2,3-dihydrothiophene 1,1-dioxide, hydrobromide